ClC=1C(=NC(=NC1C)N1CCC(CC1)C1CN(CCC1)C(=O)[O-])N[C@H](C)C1=C(C=C(C=C1)Cl)Cl 1'-(5-chloro-4-(((R)-1-(2,4-dichlorophenyl) ethyl) amino)-6-methylpyrimidin-2-yl)-[3,4'-bipiperidine]-1-carboxylate